C(C)(=O)C1=CC(=C(C(=C1)F)S(=O)(=O)N(CC1=CC=C(C=C1)OC)CC1=CC=C(C=C1)OC)F 4-acetyl-2,6-difluoro-N,N-bis(4-methoxybenzyl)benzenesulfonamide